4-(5-(3-((2-(3-carboxypropanoyl)-5-methoxythieno[3,2-b]pyridin-6-yl)oxy)propoxy)-6-methoxyisoindolin-2-yl)-4-oxobutanoic acid C(=O)(O)CCC(=O)C1=CC2=NC(=C(C=C2S1)OCCCOC=1C=C2CN(CC2=CC1OC)C(CCC(=O)O)=O)OC